4-bromo-6-chloro-2-(2-trimethylsilylethoxymethyl)pyridazin-3-one BrC=1C(N(N=C(C1)Cl)COCC[Si](C)(C)C)=O